tert-butyl 3-benzyl-6-hydroxy-3,8-diazabicyclo[3.2.1]octane-8-carboxylate C(C1=CC=CC=C1)N1CC2CC(C(C1)N2C(=O)OC(C)(C)C)O